4,8-dibromo-1,2,3,6,7,8-hexafluoronaphthalene BrC1=C(C(=C(C=2C(C(C(=CC12)F)F)(F)Br)F)F)F